N1N=NC2=C1C=C(C=C2)SCCN2CCN(CC2)C(=O)OCC2=CC(=CC(=C2)C(F)(F)F)C(F)(F)F 3,5-bis(trifluoromethyl)benzyl 4-(2-((1H-benzo[d][1,2,3]triazol-6-yl)thio)ethyl)piperazine-1-carboxylate